tert-butyl 3-((2-(((1R,3S)-3-([1,2,4]triazolo[4,3-a]pyridin-3-yl)cyclohexyl)amino)-5-(trifluoromethyl)pyrimidin-4-yl)oxy)azetidine-1-carboxylate N=1N=C(N2C1C=CC=C2)[C@@H]2C[C@@H](CCC2)NC2=NC=C(C(=N2)OC2CN(C2)C(=O)OC(C)(C)C)C(F)(F)F